N=1C=C(N2N=CC=CC21)C#CC=2C=C(C(=O)NC1=CC(=C(C=C1)CN1CCN(CC1)C)C(F)(F)F)C=CC2C 3-(2-Imidazo[1,2-b]pyridazin-3-ylethynyl)-4-methyl-N-[4-[(4-methyl-1-piperazinyl)methyl]-3-(trifluoromethyl)phenyl]-benzamide